3-(5-(1-cyclopropyl-4-((3-hydroxypyrrolidin-1-yl)methyl)-1H-pyrrolo[2,3-b]pyridin-6-yl)-1-oxoisoindolin-2-yl)piperidine-2,6-dione C1(CC1)N1C=CC=2C1=NC(=CC2CN2CC(CC2)O)C=2C=C1CN(C(C1=CC2)=O)C2C(NC(CC2)=O)=O